1-(2-{5-[(1R,4R,7R)-7-amino-2-azabicyclo[2.2.1]heptane-2-carbonyl]-2-[1-(cyclopropylmethyl)-1H-indol-2-yl]-7-methoxy-benzodiazol-1-yl}ethyl)imidazolidin-2-one N[C@H]1[C@@H]2N(C[C@H]1CC2)C(=O)C=2C=C(C1=C(CN(N1CCN1C(NCC1)=O)C=1N(C3=CC=CC=C3C1)CC1CC1)C2)OC